[C@@H]1(C[C@@H](O)[C@H](O)[C@H](O1)CO)N 2-deoxy-β-D-glucopyranosylamine